2-(5-cyano-4,6-difluorophenyl)pyridine C(#N)C=1C(=CC=C(C1F)C1=NC=CC=C1)F